OCCOCCOCC1CN(CCC1)C(=O)OC(C)(C)C tert-Butyl 3-{[2-(2-hydroxyethoxy)ethoxy]methyl}piperidine-1-carboxylate